ClC1=C(NC(=C1Cl)C)C(=O)NC1=C(C=C(C=C1)C(=O)NN)N1CC(OCC1)C 3,4-dichloro-N-(4-(hydrazinecarbonyl)-2-(2-methylmorpholino)phenyl)-5-methyl-1H-pyrrole-2-carboxamide